2-(3-(2-((1,5-dimethyl-1H-pyrazol-3-yl)amino)-5-methylpyrimidin-4-yl)-1H-indol-7-yl)-4-(2-(methylamino)pyridin-4-yl)isoindolin-1-one CN1N=C(C=C1C)NC1=NC=C(C(=N1)C1=CNC2=C(C=CC=C12)N1C(C2=CC=CC(=C2C1)C1=CC(=NC=C1)NC)=O)C